19-(oxan-2-yl)-8,11,14-trioxa-4,5,16,19,20-pentaazatetracyclo[13.5.2.12,5.018,21]tricosa-1(20),2(23),3,15(22),16,18(21)-hexaene O1C(CCCC1)N1C=2C=NC=3OCCOCCOCCN4N=CC(C(=N1)C2C3)=C4